4-((2,5-dihydroxy-4-carboxyphenyl)methylsulfonylmethyl)-2,5-dihydroxybenzoic acid OC1=C(C=C(C(=C1)C(=O)O)O)CS(=O)(=O)CC1=CC(=C(C(=O)O)C=C1O)O